[Sb](O)(O)(O)=O.FC(=C(C(=C(F)F)F)F)F perfluorobutadiene antimonate